FC1=CC(=C(C=C1)C1=C2C=NN(C2=C(C=C1)CC1CN(C1)[C@@H](CCC=O)C(C)C)C)C(=O)N1[C@@H](COCC1)C (4S)-4-{3-[(4-{4-fluoro-2-[(3R)-3-methylmorpholine-4-carbonyl]phenyl}-1-methyl-1H-indazol-7-yl)methyl]azetidin-1-yl}-5-methylhexanal